FC=1C=C(C(=O)NCC2CCC(CC2)N2N=C3C=C(C=CC3=C2)C2=NSC=C2)C=C(C1O)F 3,5-difluoro-4-hydroxy-N-({(1r,4r)-4-[6-(1,2-thiazol-3-yl)-2H-indazol-2-yl]cyclohexyl}methyl)benzamide